nonanethioate C(CCCCCCCC)([O-])=S